O1C=C(C=C1)C=1C=NC=2N(C1)N=C(C2C(=O)O)C 6-(furan-3-yl)-2-methylpyrazolo[1,5-a]pyrimidine-3-carboxylic acid